1,2-bis[(di-tert-butyl)phosphinomethyl]Benzene C(C)(C)(C)P(C(C)(C)C)CC1=C(C=CC=C1)CP(C(C)(C)C)C(C)(C)C